FC1=C(C=C2C=CN(C2=C1)CC1=CC(=CC=C1)C(F)(F)F)N 6-fluoro-1-(3-(trifluoro-methyl)benzyl)-1H-indol-5-amine